2-chloro-N-cyclopropyl-5-[1-[2-methyl-5-(2,2,3,3,3-pentafluoropropoxy)-4-(trifluoromethyl)pyrazol-3-yl]pyrazol-4-yl]benzamide methyl-(Z)-2-((dimethylamino)methylene)-3-oxoglutarate COC(\C(\C(CC(=O)O)=O)=C/N(C)C)=O.ClC1=C(C(=O)NC2CC2)C=C(C=C1)C=1C=NN(C1)C=1N(N=C(C1C(F)(F)F)OCC(C(F)(F)F)(F)F)C